ON=C1CC2CN([C@@H]1CC2)C(=O)OC(C)(C)C |r| (R/S)-tert-butyl 6-(hydroxyimino)-2-azabicyclo[2.2.2]octane-2-carboxylate